hydroxydihydrochalcone methyl-3-(9-((4-(aminomethyl)phenyl)carbamoyl)-4,5-dihydrobenzo[b]thieno[2,3-d]oxepin-8-yl)-6-(((1s,3s,5R,7S)-3-ethyladamantan-1-yl)carbamoyl)picolinate COC(C1=NC(=CC=C1C=1C(=CC2=C(OCCC3=C2SC=C3)C1)C(NC1=CC=C(C=C1)CN)=O)C(NC13CC2(C[C@@H](C[C@H](C1)C2)C3)CC)=O)=O.OC3(CC=CC=C3)\C=C\C(=O)C3=CC=CC=C3